3-(5-(4-((1-(4-((R)-6'-Hydroxy-3',4'-dihydro-1'H-spiro[cyclobutane-1,2'-naphthalene]-1'-yl)phenyl)piperidin-4-yl)methyl)piperazin-1-yl)-1-oxoisoindolin-2-yl)piperidine-2,6-dione OC=1C=C2CCC3([C@@H](C2=CC1)C1=CC=C(C=C1)N1CCC(CC1)CN1CCN(CC1)C=1C=C2CN(C(C2=CC1)=O)C1C(NC(CC1)=O)=O)CCC3